C1CC12CCN(CC2)C=2C=C(C=CC2N2N=NC(=C2)C2=CC(=NC(=C2)OC)N2CCC(CC2)(F)F)C(CO)S(=O)(=O)N (3-{6-azaspiro[2.5]oct-6-yl}-4-{4-[2-(4,4-difluoropiperidin-1-yl)-6-methoxypyridin-4-yl]-1H-1,2,3-triazol-1-yl}phenyl)-2-hydroxyeth-ane-1-sulfonamide